3-bromobenzo-1,4-dioxin BrC=1OC2=C(OC1)C=CC=C2